ClC1=C(C=C(C=C1)OC)COC 1-chloro-4-methoxy-2-(methoxymethyl)benzene